N-(4-(3-(2-((1r,4r)-4-aminocyclohexylamino)pyrimidin-4-yl)pyridin-2-yloxy)-2-fluorophenyl)-3,3,3-trifluoropropane-1-sulfonamide NC1CCC(CC1)NC1=NC=CC(=N1)C=1C(=NC=CC1)OC1=CC(=C(C=C1)NS(=O)(=O)CCC(F)(F)F)F